CC=1OC2=C(C1C(=O)NC1C(NCC1)=O)C=C(C=C2)OCC2=C(C=CC=C2)N2CCN(CC2)C 2-methyl-5-((2-(4-methylpiperazin-1-yl)benzyl)oxy)-N-(2-oxopyrrolidin-3-yl)benzofuran-3-carboxamide